CSC=1N(C2=C(C=NC=3N=CC=CC23)N1)CC1=CC=C(C=C1)CN1CCCC1 2-(Methylthio)-1-(4-(pyrrolidin-1-ylmethyl)benzyl)-1H-imidazo[4,5-c][1,8]naphthyridine